6-chloro-4-(8-(2-(3-morpholinoprop-1-yn-1-yl)pyridin-4-yl)-3,8-diazabicyclo[3.2.1]oct-3-yl)pyridazin-3-amine ClC1=CC(=C(N=N1)N)N1CC2CCC(C1)N2C2=CC(=NC=C2)C#CCN2CCOCC2